NC1=CC(=C(C(=N1)C1=NC=C(C=2N=C(N=C(C21)N(C)CC2CNC2)OC[C@]21CCCN1C[C@@H](C2)F)F)C2CC2)C (6-amino-3-cyclopropyl-4-methylpyridin-2-yl)-N-(azetidin-3-ylmethyl)-8-fluoro-2-(((2R,7aS)-2-fluorotetrahydro-1H-pyrrolizin-7a(5H)-yl)methoxy)-N-methylpyrido[4,3-d]pyrimidin-4-amine